C1(=CC=C(C2=CC=CC=C12)C(=O)[O-])C(=O)[O-].[Zr+4].C1(=CC=C(C2=CC=CC=C12)C(=O)[O-])C(=O)[O-] zirconium 1,4-naphthalenedicarboxylate